COCCNC(=O)C1=CC2=C(N(C(=N2)NC=2SC3=C(N2)C=CC(=C3)C(F)(F)F)CC)C=C1 1-Ethyl-2-(6-trifluoromethyl-benzothiazol-2-ylamino)-1H-benzoimidazole-5-carboxylic acid (2-methoxy-ethyl)-amide